C1(CC1)[C@@H](\C=C\S(=O)(=O)C)NC(=O)C=1C(=NC(=NC1)N1CC(C1)F)OC1=CC=CC=C1 (S,E)-N-(1-cyclopropyl-3-(methylsulfonyl)allyl)-2-(3-fluoroazetidin-1-yl)-4-phenoxypyrimidine-5-carboxamide